BrC1=CN=C2C(=NC(=NN21)Cl)N(CC2=C(C=C(C=C2)OC)OC)CC2=C(C=C(C=C2)OC)OC 7-bromo-2-chloro-N,N-bis(2,4-dimethoxybenzyl)imidazo[2,1-f][1,2,4]Triazin-4-amine